praseodymium hydride [H-].[Pr+3].[H-].[H-]